COC(C1=CC=C(C=C1)[C@H](C)NC(=O)C1=NN(C2=CC=CC(=C12)CC1=CC=C(C=C1)C(F)(F)F)C(C)C)=O 4-[(1S)-1-[[1-isopropyl-4-[[4-(trifluoromethyl)phenyl]methyl]-indazole-3-carbonyl]amino]ethyl]benzoic acid methyl ester